6-(4,4,5,5-tetramethyl-1,3,2-dioxaborolan-2-yl)-3H-imidazo[4,5-b]pyridine CC1(OB(OC1(C)C)C=1C=C2C(=NC1)NC=N2)C